CC1=C(OC=2C(=CC(N(C2)C)=O)C=2C3=C(C(N(C2)C)=O)NC(=C3)C(=O)NC(C(F)(F)F)(C)C)C(=CC=C1)C 4-(5-(2,6-dimethylphenoxy)-1-methyl-2-oxo-1,2-dihydropyridin-4-yl)-6-methyl-7-oxo-N-(1,1,1-trifluoro-2-methylpropan-2-yl)-6,7-dihydro-1H-pyrrolo[2,3-c]pyridine-2-carboxamide